Cl.FC(C=1C(=C(C=CC1)[C@@H](C)NC1=C2C(=C(N=N1)C)N=CC(=C2)N2CCNCC2)F)F (R)-N-(1-(3-(difluoromethyl)-2-fluorophenyl)ethyl)-8-methyl-3-(piperazin-1-yl)pyrido[2,3-d]pyridazin-5-amine hydrochloride